rac-4-[[3-(3,4-difluoro-2-methoxy-phenyl)-5-(difluoromethyl)-4,5-dimethyl-tetrahydrofuran-2-carbonyl]amino]pyridine-2-carboxamide 2-(hydroxymethyl)propane-1,3-diyl-Dinonanoate OCC(CCCCCCCCCC(=O)O)CCCCCCCCCC(=O)O.FC=1C(=C(C=CC1F)C1C(OC(C1C)(C)C(F)F)C(=O)NC1=CC(=NC=C1)C(=O)N)OC